5-(aminomethyl)thiophene-3-carbonitrile hydrochloride Cl.NCC1=CC(=CS1)C#N